N-(2-aminoethyl)-4-aminobutyltriethoxysilane NCCNCCCC[Si](OCC)(OCC)OCC